2-chloro-6-phenyldibenzo[b,d]thiophene ClC1=CC2=C(SC3=C2C=CC=C3C3=CC=CC=C3)C=C1